C(C)(=O)OC1(C(CCCC1)(CCCC)CCCC)CCCC tributylcyclohexyl acetate